3-(5-(5-chloro-2-(methylamino)pyrimidin-4-yl)-4-methylthiazol-2-yl)urea ClC=1C(=NC(=NC1)NC)C1=C(N=C(S1)NC(N)=O)C